oxazol-5-carboxylate O1C=NC=C1C(=O)[O-]